4,6-DIMETHOXYBENZOFURAN-2-YLBORONIC ACID COC1=CC(=CC2=C1C=C(O2)B(O)O)OC